C[C@H](C(C)C)C=C[C@@H](C)[C@H]1CC[C@H]2C3=C[C@H]4[C@]5(C[C@H](CC[C@]5(C)[C@H]3CC[C@]12C)O)O4 5α,6α-epoxy-24(R)-methylcholesta-7,22-dien-3β-ol